[OH-].C(CCCC)C[N+](C)(C)C pentylmethyl-trimethyl-ammonium hydroxide